((2-(1H-benzo[d]-imidazol-1-yl)-6-((R)-3-methylmorpholino)-pyrimidin-4-yl)imino)-(cyclopropyl)(methyl)-λ6-sulfanone N1(C=NC2=C1C=CC=C2)C2=NC(=CC(=N2)N=S(=O)(C)C2CC2)N2[C@@H](COCC2)C